OC1(CC(C(C(C1)O)O)O)C(=O)NC(C1=C(C=C(C(=C1)O)CC(=O)O)O)=O N-(1,3,4,5-Tetrahydroxycyclohexylcarbonyl)4-carboxymethyl-2,5-dihydroxybenzamid